C1(CCCCC1)[C@@H](C(=O)N1CCC2=NC(=C(C=C21)CC2=CC=C(C=C2)F)OC)NC([C@H](C)N(C(OC(C)(C)C)=O)C)=O tert-butyl ((S)-1-(((S)-1-cyclohexyl-2-(6-(4-fluorobenzyl)-5-methoxy-2,3-dihydro-1H-pyrrolo[3,2-b]pyridin-1-yl)-2-oxoethyl)amino)-1-oxopropan-2-yl)(methyl)carbamate